1-(4-(3-isopropyl-2-(8-methoxy-5-methyl-[1,2,4]triazolo[4,3-a]pyridin-6-yl)-1H-indol-5-yl)piperidin-1-yl)-2-methylpropan-2-ol C(C)(C)C1=C(NC2=CC=C(C=C12)C1CCN(CC1)CC(C)(O)C)C=1C=C(C=2N(C1C)C=NN2)OC